C(C=C)(=O)N1[C@@H](C[C@H](CC1)N1C=NC=2C(=NC=3CN(CCC3C21)C2=CC=CC1=CC=CC=C21)N2CC(C2)N(C)C)CC#N 2-((2S,4S)-1-acryloyl-4-(4-(3-(dimethylamino)azetidin-1-yl)-7-(naphthalen-1-yl)-6,7,8,9-tetrahydro-1H-imidazo[4,5-c][1,7]naphthyridin-1-yl)piperidin-2-yl)acetonitrile